(S)-N-(7-(3-hydroxy-3-methylbut-1-yn-1-yl)-5-methyl-4-oxo-2,3,4,5-tetrahydrobenzo[b][1,4]oxazepin-3-yl)-4-((6-methylpyridin-2-yl)oxy)pyridineamide OC(C#CC1=CC2=C(OC[C@@H](C(N2C)=O)NC(=O)C2=NC=CC(=C2)OC2=NC(=CC=C2)C)C=C1)(C)C